tris(trimethyl silyl) phosphite P(O[Si](C)(C)C)(O[Si](C)(C)C)O[Si](C)(C)C